(trans)-Methyl 4-(2-chloro-4-fluorophenyl)-6-(4-(propyl-sulfonamido)cyclohexyl)-2-(thiazol-2-yl)-1,4-dihydropyrimidine-5-carboxylate ClC1=C(C=CC(=C1)F)C1N=C(NC(=C1C(=O)OC)[C@@H]1CC[C@H](CC1)NS(=O)(=O)CCC)C=1SC=CN1